[Au](Cl)(Cl)Cl.C1(=CC=CC=C1)P(C1=CC=CC=C1)C1=CC=CC=C1 (triphenyl-phosphine) gold chloride